O=C1N[C@H]2[C@@H](OC1)CCN(C2)C(=O)N2CC(C2)C=2C=CC(=C(C#N)C2)OC(F)(F)F 5-(1-((4aR,8aS)-3-Oxooctahydro-2H-pyrido[4,3-b][1,4]oxazine-6-carbonyl)azetidin-3-yl)-2-(trifluoromethoxy)benzonitrile